CC1=C(C(=CC(=C1C)OCC)CC)O 2,3-dimethyl-6-ethyl-4-ethoxyphenol